2-{[4-(3-{[(2-chloro-4-methylphenyl)(methyl)amino]methyl}benzoyl)piperazin-1-yl]methyl}-1-[(1-ethyl-1H-imidazol-5-yl)methyl]-1H-1,3-benzodiazole-6-carboxylic acid ClC1=C(C=CC(=C1)C)N(C)CC=1C=C(C(=O)N2CCN(CC2)CC2=NC3=C(N2CC2=CN=CN2CC)C=C(C=C3)C(=O)O)C=CC1